6-(6-ethoxy-2-fluoro-3-pyridyl)-5-[4-[(3S)-1-(3-fluoropropyl)pyrrolidin-3-yl]oxyphenyl]-8,9-dihydro-7H-benzo[7]annulen-2-ol C(C)OC1=CC=C(C(=N1)F)C1=C(C2=C(CCC1)C=C(C=C2)O)C2=CC=C(C=C2)O[C@@H]2CN(CC2)CCCF